[OH-].C[N+](C)(C)C tetramethylammonium hydroxide salt